(1R,3r,5S)-3-Hydroxy-3-(trifluoromethyl)-8-azabicyclo[3.2.1]octan OC1(C[C@H]2CC[C@@H](C1)N2)C(F)(F)F